aminooxy-biotin C1[C@H]2[C@@H]([C@@H](S1)CCCC(C(=O)O)ON)NC(=O)N2